OCCS(=O)(=O)O.NCCCCCCN hexamethylenediamine (hydroxyethyl-sulfonic acid) salt